NC=1N=NC(=CC1N1CC2CCC(C1)N2C2=CC=NC=C2)C2=C(C=CC=C2)O 4-(3-(3-amino-6-(2-hydroxyphenyl)pyridazin-4-yl)-3,8-diazabicyclo[3.2.1]oct-8-yl)pyridin